4-Amino-N-(6-methyl-1-((perfluorophenyl)amino)isoquinolin-5-yl)quinazoline-8-carboxamide NC1=NC=NC2=C(C=CC=C12)C(=O)NC1=C2C=CN=C(C2=CC=C1C)NC1=C(C(=C(C(=C1F)F)F)F)F